N1=CC=C(C=C1)C=1C=C2C=C(C=CN2C1)C(=O)O 2-(pyridin-4-yl)indolizine-7-carboxylic acid